CC=1SC(=CC1NC(C)=O)B1OC(C(O1)(C)C)(C)C N-[2-methyl-5-(4,4,5,5-tetramethyl-1,3,2-dioxaborolan-2-yl)thiophen-3-yl]acetamide